(3R,4R)-4-phenyl-N-(quinolin-8-yl)pyrrolidine-3-carboxamide C1(=CC=CC=C1)[C@H]1[C@H](CNC1)C(=O)NC=1C=CC=C2C=CC=NC12